CC1=C(OC2=C(C=C(C=C2C1=O)C)[C@@H](C)NC1=C(C(=O)OC)C(=CC=C1)F)C1=NN(C2=CC=CC=C12)C Methyl 2-[[(1R)-1-[3,6-dimethyl-2-(1-methylindazol-3-yl)-4-oxo-chromen-8-yl]ethyl]amino]-6-fluoro-benzoate